CC(C)(C1=CC=C(C=C1)N)C2=CC(=CC=C2)C(C)(C)C3=CC=C(C=C3)N 4,4'-[1,3-phenylenebis(1-methylethylidene)]bisaniline